C1(=CC=C(C=C1)N(C1=CC=2C(C3=CC=CC=C3C2C=C1)(C)C)C1=CC=C(C=C1)C=1C=CC=2N(C3=CC=CC=C3C2C1)C1=CC=CC=C1)C1=CC=CC=C1 N-((1,1'-biphenyl)-4-yl)-9,9-dimethyl-N-(4-(9-phenyl-9H-carbazol-3-yl)phenyl)-9H-fluoren-2-amine